ClC=1C(=NC(=NC1)N1[C@H](C[C@@H](CC1)NC1=CC=C2C(=NN(C2=C1)C)C1C(NC(CC1)=O)=O)C)NC=1C=C2CC(N(C2=CC1)C)=O 3-(6-(((2S,4R)-1-(5-chloro-4-((1-methyl-2-oxoindolin-5-yl)amino)pyrimidin-2-yl)-2-methylpiperidin-4-yl)amino)-1-methyl-1H-indazol-3-yl)piperidine-2,6-dione